NC=1C(=NC(=NC1C1CC1)Cl)C(=O)OC methyl 5-amino-2-chloro-6-cyclopropylpyrimidine-4-carboxylate